[6-bromo-2-chloro-3-(trifluoromethyl)phenyl]-(3-chloro-6-methoxy-2-pyridyl)methanone BrC1=CC=C(C(=C1C(=O)C1=NC(=CC=C1Cl)OC)Cl)C(F)(F)F